COCC=CC1=C(C=C(C=C1)C1=NNC(OC1)=O)C(F)(F)F 5-{4-[3-methoxyprop-1-en-1-yl]-3-(trifluoromethyl)phenyl}-3,6-dihydro-2H-1,3,4-oxadiazin-2-one